ClC=1C=C(C=CC1)C1=CC=CC=2OC3=C(C21)C=CC=C3 1-(3-chlorophenyl)dibenzo[b,d]furan